CN(C1(CCC2(CNC(N2CC(=O)N(C)C)=O)CC1)C1=CC=CC=C1)C cis-2-(8-dimethylamino-2-oxo-8-phenyl-1,3-diazaspiro[4.5]decan-1-yl)-N,N-dimethyl-acetamide